FC1=CC=C(OC[C@H]2N(C3CC(C2)C3)C(=O)C=3N=C(SC3C3=CC=CC=C3)C)C=C1 (3S)-3-[(4-Fluorophenoxy)methyl]-2-(2-methyl-5-phenyl-1,3-thiazol-4-carbonyl)-2-azabicyclo[3.1.1]heptan